2,2-difluorobenzo[d][1,3]dioxolane-4-carboxylic acid FC1(OC2=C(O1)C=CC=C2C(=O)O)F